N,N-dimethyl-2-nitroethenamine CN(C=C[N+](=O)[O-])C